C(S)(S)=S.C(=C)C=1C=CC=CC1C=C 3,4-divinylbenzene trithiocarbonate